N-Methacryloyloxyethyl-N,N-Dimethylammonium C(C(=C)C)(=O)OCC[NH+](C)C